C(C1=CC=CC=C1)N1C(C=CC1=O)=O N-benzyl-maleimide